C(C)(C)(C)OC(=O)C1=C(OCC(=O)NCCOCCOCC(=O)NCCOCCOCC(=O)O)C=CC(=C1)CCCCCCCCCCCCCCCCCCC(=O)OC(C)(C)C 2-[2-[2-[[2-[2-[2-[[2-[2-tert-butoxycarbonyl-4-(19-tert-butoxy-19-oxo-nonadecyl)phenoxy]acetyl]amino]ethoxy]ethoxy]acetyl]amino]ethoxy]ethoxy]acetic acid